COC(C1=CC(=C(C(=C1)O)OC)OC)=O 3,4-dimethoxy-5-hydroxybenzoic acid methyl ester